C(=O)O.ClC1=C(C(=CC=C1)Cl)N1CC(C1)C1=CC(=C(CN2C[C@H](CC2)C(=O)O)C(=C1)C)C (S)-1-(4-(1-(2,6-dichlorophenyl)azetidin-3-yl)-2,6-dimethylbenzyl)pyrrolidine-3-carboxylic acid, formic acid salt